(S)-tert-butyl 4-fluoro-2-(methoxymethyl)indoline-1-carboxylate FC1=C2C[C@H](N(C2=CC=C1)C(=O)OC(C)(C)C)COC